FC=1C(=CC2=C(N=C(O2)C)C1C)N=C(C1=CC=CC=C1)C1=CC=CC=C1 N-(5-fluoro-2,4-dimethylbenzo[d]oxazol-6-yl)-1,1-diphenylmethanimine